C(C(=C)C)(=O)OCCN1CCCCCC1 2-hexamethyleneiminoethyl methacrylate